C(C)(C)(C)OC(=O)N[C@@H](CC1=CC=C(C=C1)O)C(=O)O N-tert-Butoxycarbonyl-tyrosine